bromo-2-(methylamino)benzoic acid methyl ester COC(C1=C(C(=CC=C1)Br)NC)=O